5-Bromo-2-[3-(2,6-dimethylpiperidin-1-yl)propoxy]-3-nitropyridine BrC=1C=C(C(=NC1)OCCCN1C(CCCC1C)C)[N+](=O)[O-]